CN1CC=CC2=CC(=CC=C12)C(=O)[O-] N-methylquinoline-6-carboxylate